1-(1-methylpyrazol-4-yl)indazol-6-ol CN1N=CC(=C1)N1N=CC2=CC=C(C=C12)O